3-(((6-chloro-2-(trifluoromethyl)quinolin-4-yl)amino)methyl)-3-(4-methylthiazol-2-yl)azetidine-1-sulfonamide ClC=1C=C2C(=CC(=NC2=CC1)C(F)(F)F)NCC1(CN(C1)S(=O)(=O)N)C=1SC=C(N1)C